C(C)(=O)C1=CC2=C(C=C3N(CCN(C3=C2)CC)CC)OC1 8-acetyl-1,4-diethyl-1,2,3,4-tetrahydro-7H-pyrano[2,3-g]Quinoxalin